2-carboxy-7-((2',3'-dichloro-[1,1'-biphenyl]-2-yl)oxy)-1,2,3,4-tetrahydronaphthalene C(=O)(O)C1CC2=CC(=CC=C2CC1)OC1=C(C=CC=C1)C1=C(C(=CC=C1)Cl)Cl